6-(1-cyclopropyl-1H-indol-4-yl)-2-(pyrimidin-2-yl)phthalazin-1(2H)-one C1(CC1)N1C=CC2=C(C=CC=C12)C=1C=C2C=NN(C(C2=CC1)=O)C1=NC=CC=N1